((3-chlorobenzyl) oxy) anilineIsostearylmyristat N(C1=CC=CC=C1)CC(CCCCCCCCCCCCCCCC(C(=O)OOCC1=CC(=CC=C1)Cl)CCCCCCCCCCCC)C